FC=1C=C(C=C(C1)OCC(C)C)C1=CC=C(C(=N1)OC1=C(C=C(C=C1C)C)C)C(=O)NS(=O)(=O)C=1C(NC=CC1)=O 6-(3-Fluoro-5-isobutoxyphenyl)-N-[(2-oxo-1H-pyridin-3-yl)sulfonyl]-2-(2,4,6-trimethylphenoxy)pyridin-3-carboxamid